N-[4-Amino-1-(2-trimethylsilylethoxymethyl)pyrazolo[4,3-c]pyridin-7-yl]-2-oxo-2-[rac-(2R,5S)-2-(2-isopropylindazol-6-yl)-5-methyl-1-piperidyl]acetamide NC1=NC=C(C2=C1C=NN2COCC[Si](C)(C)C)NC(C(N2[C@H](CC[C@@H](C2)C)C=2C=CC1=CN(N=C1C2)C(C)C)=O)=O |r|